C(C1=CC=CC=C1)OC1=CC=C(C=C1)C[C@@H](COP(O)(O)=O)NC(CCCCCCCC=CCCCCCCCC)=O (S)-phosphoric acid mono-[3-(4-benzyloxy-phenyl)-2-octadec-9-enoylamino-propyl]ester